1-(5-methoxy-2-(1-methyl-1H-pyrazol-4-yl)-4-nitrophenyl)piperidine COC=1C(=CC(=C(C1)N1CCCCC1)C=1C=NN(C1)C)[N+](=O)[O-]